1-benzoyl-3-{2-[4-(5,7-dimethoxy-4-oxo-3,4-dihydro-quinazolin-2-yl)-2-methyl-phenoxy]-ethyl}-thiourea C(C1=CC=CC=C1)(=O)NC(=S)NCCOC1=C(C=C(C=C1)C1=NC2=CC(=CC(=C2C(N1)=O)OC)OC)C